C(C)(C)(C)S(=O)(=O)N1CCC=2C=NC(=CC21)N 1-(tert-butylsulfonyl)-2,3-dihydro-1H-pyrrolo[3,2-c]pyridin-6-amine